N-(2'-amino-5'H-spiro[chromane-4,4'-thiazol]-6-yl)benzamide NC=1SCC2(N1)CCOC1=CC=C(C=C12)NC(C1=CC=CC=C1)=O